3,4-dibromo-1-(2-methoxyethyl)pyrazole BrC1=NN(C=C1Br)CCOC